tert-butyl (3s,4r)-4-(4-amino-5-chloro-2,3-dihydrobenzofuran-7-carboxamido)-3-methoxypiperidine-1-carboxylate NC1=C(C=C(C2=C1CCO2)C(=O)N[C@H]2[C@H](CN(CC2)C(=O)OC(C)(C)C)OC)Cl